(2-(4-hydroxy-3-methoxyphenyl)acetyl)-L-phenylalanine OC1=C(C=C(C=C1)CC(=O)N[C@@H](CC1=CC=CC=C1)C(=O)O)OC